1,1'-dimethyl-4,4'-bipyridine hydrochloride Cl.CN1C=CC(C=C1)=C1C=CN(C=C1)C